(l)-5-(2-aminophenyl)-2-(4-fluorophenyl)Azole-4-carboxylic acid ethyl ester C(C)OC(=O)C=1C=C(NC1C1=C(C=CC=C1)N)C1=CC=C(C=C1)F